7,9-bis[(2-methyl-2H-indazol-5-yl)]-2-[(2,2,2-trifluoroethyl)amino]-8H-pyrido[1,2-a]pyrimidin-8-one CN1N=C2C=CC(=CC2=C1)C=1C(C(=C2N(C=CC(=N2)NCC(F)(F)F)C1)C1=CC2=CN(N=C2C=C1)C)=O